C1(CC1)C1=NC(=NO1)C1(CCN(CC1)C(=O)NC1=C(C=CC=C1N1[C@H]2CN([C@@H](C1)C2)C(C)C)F)C 4-(5-cyclopropyl-1,2,4-oxadiazol-3-yl)-N-{2-fluoro-6-[(1R,4R)-5-(propan-2-yl)-2,5-diazabicyclo[2.2.1]heptan-2-yl]phenyl}-4-methylpiperidine-1-carboxamide